2-(4-((6-(((S)-1-(4-cyclopropylphenyl)ethyl)carbamoyl)-1,2-dimethyl-1H-indol-3-yl)methyl)phenoxy)propanoic acid C1(CC1)C1=CC=C(C=C1)[C@H](C)NC(=O)C1=CC=C2C(=C(N(C2=C1)C)C)CC1=CC=C(OC(C(=O)O)C)C=C1